NC1=C(C=C(C=N1)NC(C(=O)N1C(CCC(C1)C)C1=CC=C(C=C1)F)=O)C(F)F N-(6-amino-5-(difluoromethyl)pyridin-3-yl)-2-(2-(4-Fluorophenyl)-5-methylpiperidin-1-yl)-2-oxoacetamide